COC(=O)/C(=C/[C@H]1C([C@@H]1C(=O)OCC1=C(C(=CC(=C1Br)F)F)Br)(C)C)/C 2,6-dibromo-3,5-difluorobenzyl (1R)-trans-3-[(E)-(2-methoxycarbonyl-1-propenyl)]-2,2-dimethylcyclopropanecarboxylate